BrC=1C=CC(=C(C1)NC(=O)NC1=CC(=CC(=C1)OC(F)(F)F)F)CO 1-(5-bromo-2-hydroxymethylphenyl)-3-(3-fluoro-5-trifluoromethoxyphenyl)urea